(3S,4S)-1-(4-(((S)-3-methoxy-2-(3-tridecylureido)propyl)carbamoyl)benzoyl)-N3,N4-bis((1S,2R)-2-phenylcyclopropyl)pyrrolidine-3,4-dicarboxamide COC[C@H](CNC(=O)C1=CC=C(C(=O)N2C[C@H]([C@@H](C2)C(=O)N[C@@H]2[C@H](C2)C2=CC=CC=C2)C(=O)N[C@@H]2[C@H](C2)C2=CC=CC=C2)C=C1)NC(=O)NCCCCCCCCCCCCC